NC=1C=C(C=C(C1)C(F)(F)F)[C@@H](C)NC1=NC(=NC2=CC3=C(C=C12)OC(COCCO3)C(F)(F)F)C N-((R)-1-(3-amino-5-(trifluoromethyl)phenyl)ethyl)-2-methyl-7-(trifluoromethyl)-7,8,10,11-tetrahydro-[1,4,7]trioxonino[2,3-g]quinazolin-4-amine